COC1=C(C=C(C=N1)NC(=O)OC1=C(C=C2C=CN=CC2=C1)C1=NC=C(N=C1)SC1CCNCC1)N1C(N(CC1)C)=O 6-(5-(piperidin-4-ylthio)pyrazin-2-yl)isoquinolin-7-ol (6-methoxy-5-(3-methyl-2-Oxoimidazolin-1-yl)pyridin-3-yl)carbamate